FC(CN1C=NC2=C1C=C(C=C2F)C=2C(=CN1N=C(N=C(C12)OC)N[C@H]1[C@@H](CN(CC1)C1COC1)F)F)F 5-(1-(2,2-difluoroethyl)-4-fluoro-1H-benzo[d]imidazol-6-yl)-6-fluoro-N-((3R,4R)-3-fluoro-1-(oxetan-3-yl)piperidin-4-yl)-4-methoxypyrrolo[2,1-f][1,2,4]triazin-2-amine